NCCN1N=NC(=C1)COC1=CC2=C(C=C1)OCO2 1-(2-aminoethyl)-4-[(3,4-methylendioxyphenoxy)methyl]-1H-1,2,3-triazole